COCC#CC1=NC(=NC(=N1)N[C@@H](C(F)(F)F)C)N[C@@H](C(F)(F)F)C 6-(3-Methoxyprop-1-yn-1-yl)-N2,N4-bis((R)-1,1,1-trifluoroprop-2-yl)-1,3,5-triazine-2,4-diamine